(3R,4R)-1-cyclopropylmethyl-4-{[3-(2,4-difluoro-phenyl)-isoxazole-5-carbonyl]-amino}-piperidine-3-carboxylic acid ((1R,2S)-2-phenyl-cyclopropyl)-amide C1(=CC=CC=C1)[C@H]1[C@@H](C1)NC(=O)[C@@H]1CN(CC[C@H]1NC(=O)C1=CC(=NO1)C1=C(C=C(C=C1)F)F)CC1CC1